(R)- or (S)-N-((1-(4-(trifluoromethyl)phenyl)-2,3-dihydro-1H-pyrido[2,3-b][1,4]oxazin-3-yl)methyl)acetamide FC(C1=CC=C(C=C1)N1C2=C(O[C@@H](C1)CNC(C)=O)N=CC=C2)(F)F |o1:12|